CO[C@H]1CN(C[C@H]1NC(CCCCCCCCCCCCCC)=O)C(=O)C1=CC=C(C(=O)N2C[C@H]([C@@H](C2)C(=O)N[C@@H]2[C@H](C2)C2=CC=CC=C2)C(=O)N[C@@H]2[C@H](C2)C2=CC=CC=C2)C=C1 (3S,4S)-1-(4-((3S,4R)-3-methoxy-4-pentadecanamidopyrrolidine-1-carbonyl)benzoyl)-N3,N4-bis((1S,2R)-2-phenylcyclopropyl)pyrrolidine-3,4-dicarboxamide